COC=1C=NC=CC1C1=CC2=C(N=C(S2)NC2=NC=CC(=C2)CN2CCCC2)C=C1 6-(3-methoxypyridin-4-yl)-N-(4-(pyrrolidin-1-ylmethyl)pyridin-2-yl)benzo[d]thiazol-2-amine